C(#N)C=1C=C2C(C(=CN(C2=CC1N1CC2=NC=CC=C2C1)C=1C=NC(=CC1)NCCOC)C(=O)O)=O 6-cyano-7-(5,7-dihydro-6H-pyrrolo[3,4-b]pyridin-6-yl)-1-(6-((2-methoxyethyl)-amino)pyridin-3-yl)-4-oxo-1,4-dihydroquinoline-3-carboxylic acid